C1=CC=CC2=CC3=CC=CC=C3C(=C12)C[SH+]CC(=O)C1=CC=CC=C1 9-anthracenylmethylphenacylsulfonium